C(C)(=O)O[C@@H](COC1=CC=C(C=C1)C(C)(C)C1=CC(=C(C(=C1)Cl)OC[C@H](CCl)O)Cl)CN(C(C)=O)S(=O)(=O)C (R)-1-(4-(2-(3,5-dichloro-4-((R)-3-chloro-2-hydroxypropoxy)phenyl)propan-2-yl)phenoxy)-3-(N-(methylsulfonyl)acetamido)propan-2-yl acetate